N-(7-(3-fluorobenzyl)-6,8-dioxo-6,7,8,9-tetrahydro-1H-purin-2-yl)acetamide FC=1C=C(CN2C(NC=3N=C(NC(C23)=O)NC(C)=O)=O)C=CC1